N-(2-morpholinoethyl)-4-(6-phenylimidazo[1,5-a]pyrazin-3-yl)benzamide O1CCN(CC1)CCNC(C1=CC=C(C=C1)C1=NC=C2N1C=C(N=C2)C2=CC=CC=C2)=O